BrC1=CC=C(C=C1)C1=NN(C=N1)C1=CC=C(C=C1)OC(F)(F)F 3-(4-bromophenyl)-1-(4-(trifluoromethoxy)phenyl)-1H-1,2,4-triazole